C1(=CC=CC2=CC=CC=C12)[C@@H](C)NC(=O)C=1C=C(C=CC1)N1CCN(CC1)CCC(=O)O 3-[4-[3-[[(1R)-1-(1-Naphthyl)ethyl]carbamoyl]phenyl]piperazin-1-yl]propanoic acid